C(CC)C1=CC=CC2=C1N=C(S2)SNC(C)(C)C Propyl-N-t-butylbenzothiazole-2-sulfenamide